(S)-1-(1-(pyridin-2-yl)ethyl)-4-(1-(4-(trifluoromethyl)phenyl)-1H-pyrazolo[3,4-b]pyridin-3-yl)pyridin-2(1H)-one N1=C(C=CC=C1)[C@H](C)N1C(C=C(C=C1)C1=NN(C2=NC=CC=C21)C2=CC=C(C=C2)C(F)(F)F)=O